tert-butyl (R)-2-(((5-cyclohexylpyrazin-2-yl)methyl)(3-fluorophenyl)carbamoyl)azetidine-1-carboxylate C1(CCCCC1)C=1N=CC(=NC1)CN(C(=O)[C@@H]1N(CC1)C(=O)OC(C)(C)C)C1=CC(=CC=C1)F